4-{[1-(2-cyanophenyl)-1H-pyrazol-4-yl]methyl}-6-hydroxy-5-oxo-4,5-dihydrothieno[3,2-b]pyridine-7-carboxylic acid C(#N)C1=C(C=CC=C1)N1N=CC(=C1)CN1C2=C(C(=C(C1=O)O)C(=O)O)SC=C2